BrC=1N=C2C(=C(C(N(C2=CC1)C)=O)C#N)N1CCN(CC1)CC1=C(C(=CC=C1)Cl)O 6-bromo-4-{4-[(3-chloro-2-hydroxyphenyl)methyl]piperazin-1-yl}-1-methyl-2-oxo-1,2-dihydro-1,5-naphthyridine-3-carbonitrile